(R)-2-(1-(6-(5-(((6-(2H-1,2,3-triazol-2-yl)pyrimidin-4-yl)oxy)methyl)-1-methyl-1H-1,2,3-triazol-4-yl)-2-ethylpyridin-3-yl)piperidin-3-yl)acetic acid N=1N(N=CC1)C1=CC(=NC=N1)OCC1=C(N=NN1C)C1=CC=C(C(=N1)CC)N1C[C@H](CCC1)CC(=O)O